[NH4+].FC(C(=O)[O-])(C(C(C(C(C(C(F)(F)F)(F)F)(F)F)(F)F)(F)F)(F)F)F.[NH4+].FC(C(=O)[O-])(C(C(C(C(C(C(F)(F)F)(F)F)(F)F)(F)F)(F)F)(F)F)F ammonium perfluorooctanate, Ammonium salt